BrC=1C(=NC(=NC1)Cl)C1=C(C2=C(N(C(=N2)C)C(C)C)C=C1)F (5-bromo-2-chloropyrimidin-4-yl)-4-fluoro-1-isopropyl-2-methyl-1H-benzo[d]imidazole